4-benzoylphenylacrylate C(C1=CC=CC=C1)(=O)C1=CC=C(C=C1)OC(C=C)=O